4-(3-hydroxy-4-{5-[methyl(2,2,6,6-tetramethylpiperidin-4-yl)amino][1,3]thiazolo[5,4-d][1,3]thiazol-2-yl}phenyl)-1-methylpyridin-2(1H)-one hydrochloride Cl.OC=1C=C(C=CC1C=1SC=2N=C(SC2N1)N(C1CC(NC(C1)(C)C)(C)C)C)C1=CC(N(C=C1)C)=O